2-((1-(6-Methyl-2-(2-methyl-1-oxoisoindolin-4-yl)-4-oxo-4H-chromen-8-yl)ethyl)amino)benzoic acid CC=1C=C2C(C=C(OC2=C(C1)C(C)NC1=C(C(=O)O)C=CC=C1)C1=C2CN(C(C2=CC=C1)=O)C)=O